Iron-sodium salt [Na].[Fe]